7-(1-methylpiperidin-4-yl)-1,2,3,4-tetrahydroquinoline CN1CCC(CC1)C1=CC=C2CCCNC2=C1